ClC=1C(=CC2=C(N(C(=N2)C)C)C1)C=1C=C(C=CC1)NC(C1=CC(=C(C=C1)NC(\C=C\CCl)=O)F)=O (E)-N-(3-(6-chloro-1,2-dimethyl-1H-benzo[d]imidazol-5-yl)phenyl)-4-(4-chlorobut-2-enamido)-3-fluorobenzamide